C(C1=CC=CC=C1)NS(=O)(=O)C1=CC(=CC=C1)N N-benzyl-3-aminobenzenesulfonamide